4-(((1r,5s,8s)-3-benzyl-3-azabicyclo[3.2.1]oct-8-yl)(methyl)amino)-5-chloro-N-(6-fluoropyridin-2-yl)thiophene-2-sulfonamide C(C1=CC=CC=C1)N1C[C@H]2CC[C@@H](C1)C2N(C=2C=C(SC2Cl)S(=O)(=O)NC2=NC(=CC=C2)F)C